COC1=CC=C(C=C1)N1CCC(CC1)(C)C 1-(4-methoxyphenyl)-4,4-dimethylpiperidine